OCCOCCOCC(=O)N 2-(2-(2-hydroxyethoxy)ethoxy)acetamide